COC1=CC=C(OCC(=O)C2=CC=CC=C2)C=C1 2-(4-methoxy-phenoxy)-1-phenylethanone